COC(=O)N1CCCC2(CN(C2)C2=NC=C(C=C2)C2=NNC3=CC=C(C=C23)O[C@H](C)C2=C(C=NC=C2Cl)Cl)C1.C(CCC)C1=C(C=CC(=C1F)C)B(C1=CC(=C(C=C1)C)F)C1=CC(=C(C=C1)C)F n-butyltris(3-fluoro-4-methylphenyl)boron methyl-2-[5-[5-[(1R)-1-(3,5-dichloro-4-pyridyl)ethoxy]-1H-indazol-3-yl]-2-pyridyl]-2,8-diazaspiro[3.5]nonane-8-carboxylate